FC=1C=CC(=C(C(=O)N(C)OC)C1)C(F)(F)F 5-fluoro-N-methoxy-N-methyl-2-(trifluoromethyl)benzamide